calcium disodium ethylenediamine-tetraacetic acid C(CN(CC(=O)O)CC(=O)O)N(CC(=O)O)CC(=O)O.[Na].[Na].[Ca]